tert-butyl 5-((cis)-2,6-dimethylmorpholino)-8-iodo-3,4-dihydro-2,6-naphthyridine-2(1H)-carboxylate C[C@@H]1O[C@@H](CN(C1)C1=C2CCN(CC2=C(C=N1)I)C(=O)OC(C)(C)C)C